FC1=C(C(=O)N([C@H]2CNCCC2)C2=NC=CC3=C2C(=CS3)C)C=CC(=C1)C=1SC(=NN1)CCOC (R)-2-fluoro-4-(5-(2-methoxyethyl)-1,3,4-thiadiazol-2-yl)-N-(3-methylthieno[3,2-c]pyridin-4-yl)-N-(piperidin-3-yl)benzamide